ethyl (2R,3S)-2-(4-(cyclopentylamino)phenyl-3-d)piperidine-3-carboxylate C1(CCCC1)NC1=C(C=C(C=C1)[C@@H]1NCCC[C@@H]1C(=O)OCC)[2H]